NC1=NC=2C=NC(=CC2C2=C1COC2)C(=O)N(CC)CC=2N=NC(=CC2)Br 4-amino-N-((6-bromo-3-pyridazinyl)methyl)-N-ethyl-1,3-dihydrofuro[3,4-c][1,7]naphthyridine-8-carboxamide